C(C)(C)C=1C=C(C=NC1)NC(=O)NC1CC2(CN(C2)C(=O)C=2C=NN3C2SC=C3)C1 1-(5-isopropylpyridin-3-yl)-3-(2-(pyrazolo[5,1-b]thiazole-7-carbonyl)-2-azaspiro[3.3]heptan-6-yl)urea